O=C1NC(CCC1N1CC2=CC=C(C=C2C1=O)SCCCCCCN1CCN(CC1)C1=CC=C(N=N1)C(=O)N1CCC(CC1)CCCCNC(\C=C\C=1C=NC=CC1)=O)=O (E)-N-(4-(1-(6-(4-(6-((2-(2,6-dioxopiperidin-3-yl)-3-oxoisoindoline-5-yl)thio)hexyl)piperazin-1-yl)pyridazin-3-carbonyl)piperidin-4-yl)butyl)-3-(pyridin-3-yl)acrylamide